FC(OC1=NC=CC=C1C=1N=CC2=C(N1)C(=CN2)C(O)C2=CC=C(C=C2)C=2N(C=C(N2)C(F)(F)F)C(C)C)F [2-[2-(difluoromethoxy)-3-pyridyl]-5H-pyrrolo[3,2-d]pyrimidin-7-yl]-[4-[1-isopropyl-4-(trifluoromethyl)imidazol-2-yl]phenyl]methanol